4-(4-(4-(trifluoromethyl)phenyl)-6-(4-(vinylsulfonyl)piperazin-1-yl)pyrimidin-2-yl)isothiazole FC(C1=CC=C(C=C1)C1=NC(=NC(=C1)N1CCN(CC1)S(=O)(=O)C=C)C=1C=NSC1)(F)F